C(#N)C1=C(C=NC=C1C1=CC(=C(C=C1)OC)OC)C1=CC(=CS1)NC(=O)C1CCC1 N-(5-(4-cyano-5-(3,4-dimethoxyphenyl)pyridin-3-yl)thiophen-3-yl)cyclobutanecarboxamide